silver (l)-2-[2-(2-methoxyethoxy)ethoxy]acetate COCCOCCOCC(=O)[O-].[Ag+]